FC(=C)C(F)(F)F 2,3,3,3-Tetra-fluoroprop-1-en